N(=C=O)C1=CC=CC2=CC(=CC=C12)N=C=O 1,6-diisocyanatonaphthalene